1-methyl-3-(pyrrolidin-2-yl)-1H-pyrazole-5-carbonitrile hydrochloride Cl.CN1N=C(C=C1C#N)C1NCCC1